(2S)-2-((S)-4,4-difluoro-3-(6-oxo-1,6-dihydropyridin-3-yl)piperidin-1-yl)-N-(5-(2,5-difluorophenyl)-6,7-dihydro-5H-pyrrolo[1,2-a]imidazol-2-yl)propanamide FC1([C@H](CN(CC1)[C@H](C(=O)NC=1N=C2N(C1)C(CC2)C2=C(C=CC(=C2)F)F)C)C2=CNC(C=C2)=O)F